N,N'-di(naphthalen-1-yl)-N,N'-di(phenyl)benzidine C1(=CC=CC2=CC=CC=C12)N(C1=CC=C(C=C1)C1=CC=C(N(C2=CC=CC=C2)C2=CC=CC3=CC=CC=C23)C=C1)C1=CC=CC=C1